ClC=1C(=C2COCCN2C1C(C(=O)NC1(CCC1)CO)=O)C(=O)NC1=CC(=C(C=C1)F)F 7-chloro-N-(3,4-difluorophenyl)-6-(2-((1-(hydroxymethyl)cyclobutyl)amino)-2-oxoacetyl)-3,4-dihydro-1H-pyrrolo[2,1-c][1,4]oxazine-8-carboxamide